bromo-4''-((3,5-difluoropyridin-2-yl)methoxy)-3-(2-hydroxypropan-2-yl)-5',6''-dimethyl-2H,2''H-[1,2':4',1''-terpyridin]-2,2''-dione BrC1=C(C(N(C=C1)C1=NC=C(C(=C1)N1C(C=C(C=C1C)OCC1=NC=C(C=C1F)F)=O)C)=O)C(C)(C)O